N-[2-(methylamino)ethyl]-1,6-bis(propan-2-yl)-1H-pyrazolo[3,4-b]pyridine-4-carboxamide CNCCNC(=O)C=1C2=C(N=C(C1)C(C)C)N(N=C2)C(C)C